[(3R)-3-[[6-[5-[1-Benzyloxy-1-(trifluoromethyl)pent-4-enyl]-1,3,4-oxadiazol-2-yl]-5-[bis(tert-butoxycarbonyl)amino]-3-(trifluoromethyl)-2-pyridyl]oxy]butyl]-triphenyl-phosphonium C(C1=CC=CC=C1)OC(CCC=C)(C(F)(F)F)C1=NN=C(O1)C1=C(C=C(C(=N1)O[C@@H](CC[P+](C1=CC=CC=C1)(C1=CC=CC=C1)C1=CC=CC=C1)C)C(F)(F)F)N(C(=O)OC(C)(C)C)C(=O)OC(C)(C)C